5-bromo-2H-1,2,4-triazol-3-amine BrC=1N=C(NN1)N